FC(C)(F)C1=CC=C(C=N1)N(S(=O)(=O)CC)CC=1SC(=CN1)C=1OC(=NN1)C(F)F N-[6-(1,1-difluoroethyl)pyridin-3-yl]-N-({5-[5-(difluoromethyl)-1,3,4-oxadiazol-2-yl]-1,3-thiazol-2-yl}methyl)ethane-1-sulfonamide